BrC1=C2CCCC(C2=CC=C1OC)=O 5-bromo-6-methoxy-1,2,3,4-tetrahydronaphthalen-1-one